C(C)(C)(C)C1=CC=CC2=C1C=C(S2)NC2=CC=C(C=C2)C2=CC=CC=C2 N-(4-tert-butyl-2-benzothienyl)-4-biphenylylamine